tris(2-amino-ethyl)amine NCCN(CCN)CCN